ClC1=NC=C2C(=N1)N(N=C2)[C@@H]2COCC2 6-chloro-1-[(3S)-tetrahydrofuran-3-yl]pyrazolo[3,4-d]pyrimidine